CC=1C(=C(C=C(C1)C(F)(F)F)O)C1=NC=2N(C=C1)N=C(N2)N2[C@@H](COCC2)C 3-methyl-2-[2-[(3R)-3-methylmorpholin-4-yl]-[1,2,4]triazolo[1,5-a]pyrimidin-5-yl]-5-(trifluoromethyl)phenol